NC1(CCN(CC1)C1=NC(=C2C(=N1)NN=C2C2=C(C1=C(N=C(S1)C)C=C2)Cl)C#N)C 6-(4-amino-4-methylpiperidin-1-yl)-3-(7-chloro-2-methylbenzo[d]thiazol-6-yl)-1H-pyrazolo[3,4-d]pyrimidine-4-Nitrile